CN1N=CC=C1CCOC=1C=C(N)C=CC1N1CCN(CC1)C 3-(2-(1-methyl-1H-pyrazol-5-yl)ethoxy)-4-(4-methylpiperazin-1-yl)aniline